FC(C1=CC=C(C=C1)N1CCN(C2=CC=CC=C12)CCNC(C)=O)(F)F N-(2-(4-(4-(trifluoromethyl)phenyl)-3,4-dihydroquinoxalin-1(2H)-yl)ethyl)acetamide